7-amino-6-methoxy-2-methyl-5,8-quinolinedione NC1=C(C(C=2C=CC(=NC2C1=O)C)=O)OC